BrC=1C=C(C=CC1)C(C(=O)OC)NC(=O)C1CCOCC1 Methyl 2-(3-bromophenyl)-2-(tetrahydro-2H-pyran-4-carboxamido)acetate